2-(6-methoxy-2-pyridyl)-5,6,7,8-tetrahydropyrazolo[1,5-a][1,4]diazepin-4-one COC1=CC=CC(=N1)C1=NN2C(C(NCCC2)=O)=C1